aluminum-silver iodide [Ag]I.[Al]